(S)-2-(2-hydroxypropyl)-4-methylphenol O[C@H](CC1=C(C=CC(=C1)C)O)C